CC(C=C)N1N=C(C=C1)S(=O)(=O)N(CC1=CC=C(C=C1)OC)CC1=CC=C(C=C1)OC 1-(but-3-en-2-yl)-N,N-bis(4-methoxybenzyl)-1H-pyrazole-3-sulfonamide